C(=O)C=1C=CC(=NC1)C=1C(=C(C=CC1)NC=1C=C(C=2N(N1)C(=CN2)C(=O)N)NC)OC 6-{[3-(5-formylpyridin-2-yl)-2-methoxyphenyl]amino}-8-(methylamino)imidazo[1,2-b]pyridazine-3-carboxamide